FC=1C=C(C=C(C1)F)[C@@H]1N(OCC1)C1=CC(=NC=N1)NC1=C(C=C(C(=C1)C1=CC=NN1C)N1CCOCC1)OC (R)-6-(3-(3,5-difluorophenyl)isoxazolidin-2-yl)-N-(2-methoxy-5-(1-methyl-1H-pyrazole-5-yl)-4-morpholinophenyl)pyrimidin-4-amine